2-[3-(1,3-Benzothiazol-2-ylamino)-4-methyl-6,7-dihydro-5H-pyrido[2,3-c]pyridazin-8-yl]-5-[3-[3-fluoro-4-[3-methyl-3-(methylamino)but-1-ynyl]phenoxy]propyl]thiazole-4-carboxylic acid S1C(=NC2=C1C=CC=C2)NC2=C(C1=C(N=N2)N(CCC1)C=1SC(=C(N1)C(=O)O)CCCOC1=CC(=C(C=C1)C#CC(C)(NC)C)F)C